BrCCCN(C(=O)OC(C)(C)C)C(=O)OC(C)(C)C (3-bromopropyl)-N,N-di-Bocamine